BrC=1C=C2C(=NN(C2=NC1)COCC[Si](C)(C)C)I 5-bromo-3-iodo-1-{[2-(trimethylsilyl)ethoxy]methyl}-1H-7-azaindazole